2-(1H-indol-3-yl)thiazinane 1,1-dioxide N1C=C(C2=CC=CC=C12)N1S(CCCC1)(=O)=O